3-(4,4-diethyl-2-imino-6-oxo-hexahydropyrimidin-1-yl)-N-[(1R,2R)-2-hydroxyindan-1-yl]-2,2-bis(methoxymethyl)-3H-benzofuran-5-carboxamide C(C)C1(NC(N(C(C1)=O)C1C(OC2=C1C=C(C=C2)C(=O)N[C@H]2[C@@H](CC1=CC=CC=C21)O)(COC)COC)=N)CC